methyl (R)-12-(benzyloxy)-11-cyclopropyl-3,3-dimethyl-8-oxo-2,3,8,13b-tetrahydro-1H-pyrido[2,1-a]pyrrolo[1,2-c]phthalazine-7-carboxylate C(C1=CC=CC=C1)OC1=CC=2[C@@H]3N(N4C(C2C=C1C1CC1)=CC(C(=C4)C(=O)OC)=O)C(CC3)(C)C